BrC=1C(=CC(=C(C1)C(=O)C1=CC=CC=C1)OC)Cl (5-bromo-4-chloro-2-methoxyphenyl)(phenyl)methanone